NC=1C(NC2=C3C=CC=NC3=C(C=C2C1C1=C2C=NNC2=C(C=C1)F)OCC12CC(C1)C2)=O 3-amino-6-(1-bicyclo[1.1.1]pentanylmethoxy)-4-(7-fluoro-1H-indazol-4-yl)-1H-1,7-phenanthrolin-2-one